C(C)C1=C(C(NC2=CC=C(C=C12)C=1CCN(CC1)C(=O)OC(C)(C)C)=O)C1=CC=C(C=C1)S(=O)(=O)C tert-butyl 4-(4-ethyl-3-(4-(methylsulfonyl)phenyl)-2-oxo-1,2-dihydroquinolin-6-yl)-3,6-dihydropyridine-1(2H)-carboxylate